PIPERIDINYLMETHYLPURINAMINE N1(CCCCC1)CC1=NC2=NC(=NC=C2N1)N